3-(4-(3-(dimethylamino)azetidine-1-carbonyl)phenyl)-7-(piperazin-1-yl)isochroman CN(C1CN(C1)C(=O)C1=CC=C(C=C1)C1OCC2=CC(=CC=C2C1)N1CCNCC1)C